CN1CCN(CC1)C1=CC=C2N=C3CC4=C(CC3=NC2=C1C#N)N=CC=C4 9-(4-methylpiperazin-1-yl)-5,12-dihydropyrido[2,3-b]phenazine-10-carbonitrile